4-(2,5-Dichlorophenyl)-N-(4-(methoxymethyl)-2,6-dimethylphenyl)pyrimidine-2-carboxamide ClC1=C(C=C(C=C1)Cl)C1=NC(=NC=C1)C(=O)NC1=C(C=C(C=C1C)COC)C